C(C)(C)C=1OC=C(N1)C1=CC(=NC=C1)N 4-(2-Isopropyloxazol-4-yl)pyridine-2-amine